BrC1=CC=C2C(=NN(C2=C1)COCC[Si](C)(C)C)C1=NC2=C(N1COCC[Si](C)(C)C)CN(C2)C(=O)OC(C)(C)C Tert-Butyl 2-(6-bromo-1-((2-(trimethylsilyl)ethoxy)methyl)-1H-indazol-3-yl)-1-((2-(trimethylsilyl)ethoxy)methyl)-4,6-dihydropyrrolo[3,4-d]imidazole-5(1H)-carboxylate